O=C1N(C(CC1)=O)C(CC(=O)O)(CC(=O)O)N1C(CCC1=O)=O.C(#N)C=1C=C(C=C(C1)F)N1C(N(C(C1)=O)CC(=O)N[C@@H]([C@@H](C(=O)NCC=1SC=CN1)O)CC1=CC=CC=C1)=O (2S,3R)-3-(2-(3-(3-cyano-5-fluorophenyl)-2,5-dioxoimidazolidin-1-yl)acetylamino)-2-hydroxyl-4-phenyl-N-(thiazol-2-ylmethyl)butyramide bis(2,5-dioxopyrrolidin-1-yl)glutarate